ClCI Chloroiodomethane